FC(C(=O)O)(F)F.C1(CCC1)N1N=CC(=C1)C1=CC=C(O1)C(=O)NC=1C(=NN(C1)C1CCC1)C1=NC=CC=C1 5-(1-cyclobutyl-1H-pyrazol-4-yl)-N-(1-cyclobutyl-3-(pyridin-2-yl)-1H-pyrazol-4-yl)furan-2-carboxamide 2,2,2-trifluoroacetate